C(CC(O)(C(=O)OCCCCCCCCCCCCCCCC(C)C)CC(=O)OCCCCCCCCCCCCCCCC(C)C)(=O)OCCCCCCCCCCCCCCCC(C)C Triisostearyl Citrate